ClC1=NN(C2=NC=CC=C21)C(C)C chloro-1-isopropyl-1H-pyrazolo[3,4-b]pyridine